4-bromo-6,7-difluoro-1H-indole-2-carboxylic acid ethyl ester C(C)OC(=O)C=1NC2=C(C(=CC(=C2C1)Br)F)F